N-(cis-1-((4,4-dimethylcyclohexyl)carbonyl)-2-(((1-(pyrimidin-2-yl)piperidin-4-yl)oxy)methyl)piperidin-3-yl)methanesulfonamide CC1(CCC(CC1)C(=O)N1[C@H]([C@H](CCC1)NS(=O)(=O)C)COC1CCN(CC1)C1=NC=CC=N1)C